O1C=C(C2=C1C=CC=C2)CC=2C(NC1=CC=CC=C1C2)=O 3-(benzofuran-3-ylmethyl)quinolin-2(1H)-one